N1=C(C=C(C=C1)C1=CC(=NC=C1)O[C@H]1CN(CC1)C1=C(C(NN=C1)=O)Cl)O[C@H]1CN(CC1)C1=C(C(NN=C1)=O)Cl 5,5'-((3R,3'R)-([4,4'-bipyridine]-2,2'-diylbis(oxy))bis(pyrrolidine-3,1-diyl))bis(4-chloropyridazin-3(2H)-one)